[N+](=O)([O-])C=1C=C(C=CC1)S(=O)(=O)N1CC(C1)C(=O)N1C2=C(OCC1)C(=CN=C2)C2=CC=C(C#N)C=C2 4-(4-(1-((3-Nitrophenyl)sulfonyl)azetidine-3-carbonyl)-3,4-dihydro-2H-pyrido[4,3-b][1,4]oxazin-8-yl)benzonitrile